(-)-3-Hydroxy-2,2-dimethyl-5-phenylcyclohexan-1-one OC1C(C(CC(C1)C1=CC=CC=C1)=O)(C)C